C(C)(C)(C)C=1N=C(OC1)C1=NC(=CC(=C1)OC)C=1OC=C(N1)C(C)(C)C 2,6-bis[4-(S)-t-butyl-2-oxazolyl]-4-methoxy-pyridine